C(C)(C)(C)OC(=O)NC=1SC(=C(N1)C=O)C(=O)OCC ethyl 2-((tert-butoxycarbonyl)amino)-4-formylthiazole-5-carboxylate